5-(8-((1S,2S)-2-(3-(2,2,2-trifluoroethyl)-1-(trifluoromethyl)imidazo[1,5-a]pyridin-6-yl)cyclopropyl)imidazo[1,2-b]pyridazin-6-yl)pyrimidine-2,4(1H,3H)-dione FC(CC1=NC(=C2N1C=C(C=C2)[C@@H]2[C@H](C2)C=2C=1N(N=C(C2)C=2C(NC(NC2)=O)=O)C=CN1)C(F)(F)F)(F)F